(E)-5-Phenyl-2,2-bis(trifluoromethyl)penta-4-en-1-ol C1(=CC=CC=C1)/C=C/CC(CO)(C(F)(F)F)C(F)(F)F